3-methylbut-2-en-1-yl-4-(3-((benzyloxy)methyl)-4-ethyl-5-oxo-4,5-dihydro-1H-1,2,4-triazol-1-yl)-5-fluoro-2-iodobenzoate CC(=CCOC(C1=C(C=C(C(=C1)F)N1N=C(N(C1=O)CC)COCC1=CC=CC=C1)I)=O)C